(S)-N1-(1-(2-((1R,2R,4R)-Bicyclo[2.2.1]hept-5-en-2-ylamino)-2-oxoethyl)-2-oxo-1,2-dihydropyridin-3-yl)-N6-ethyl-5-oxo-2-(pyridazin-3-carboxamido)hexandiamid [C@H]12[C@@H](C[C@H](C=C1)C2)NC(CN2C(C(=CC=C2)NC([C@H](CCC(C(=O)NCC)=O)NC(=O)C=2N=NC=CC2)=O)=O)=O